1,5,5-trichloro-2-methyl-2,6-disilahexane ClC[SiH](CCC([SiH3])(Cl)Cl)C